1-(3-((6-((3R,4R)-4-(3,4-dihydroisoquinoline-2(1H)-yl)-3-hydroxypiperidine-1-carbonyl)-2-(thiazole-5-yl)pyrimidine-4-yl)amino)azetidin-1-yl)ethane-1-one C1N(CCC2=CC=CC=C12)[C@H]1[C@@H](CN(CC1)C(=O)C1=CC(=NC(=N1)C1=CN=CS1)NC1CN(C1)C(C)=O)O